C(C)(C)(C)OC(=O)N1CC(CC1)(OCC=C=O)C 3-methyl-3-(2-carbonylethoxy)pyrrolidine-1-carboxylic acid tert-butyl ester